COC1=C(C=CC=C1C1=NN(C=N1)C)NC1=NC=C(C=N1)C(=O)[O-] (2-methoxy-3-(1-methyl-1H-1,2,4-triazol-3-yl)phenylamino)pyrimidine-5-carboxylate